2-propoxyethyl 2-amino-3-[(2,5-dichlorothiophene-3-sulfonyl)amino]propanoate NC(C(=O)OCCOCCC)CNS(=O)(=O)C1=C(SC(=C1)Cl)Cl